N-(3-(1-amino-2-hydroxyethyl)-4-fluorophenyl)-4-cyclopropyl-2-(4-fluoro-2-methylphenoxy)-5-(trifluoromethyl)benzamide NC(CO)C=1C=C(C=CC1F)NC(C1=C(C=C(C(=C1)C(F)(F)F)C1CC1)OC1=C(C=C(C=C1)F)C)=O